(morpholino) methyl ketone CC(=O)N1CCOCC1